(z)-3-methyl-5-(2,2,3-trimethyl-1-cyclopent-3-enyl)pent-4-en-2-ol CC(C(C)O)\C=C/C1C(C(=CC1)C)(C)C